tert-Butyl 6-methoxy-3',6'-dihydro-[3,4'-bipyridine]-1'(2'H)-carboxylate COC1=CC=C(C=N1)C=1CCN(CC1)C(=O)OC(C)(C)C